2-ethyl-1-(3-sulfopropyl)pyridinium C(C)C1=[N+](C=CC=C1)CCCS(=O)(=O)O